2-[[6-chloro-3-(4-piperidinyl)-4-quinolinyl]amino]benzoic acid ClC=1C=C2C(=C(C=NC2=CC1)C1CCNCC1)NC1=C(C(=O)O)C=CC=C1